OC1(CC(C1)N1C2=C(C3=C1N=NC(=C3)C3=C(C=C(C=C3C)C(F)(F)F)O)OCC2)C 2-[8-(cis-3-hydroxy-3-methylcyclobutyl)-7,8-dihydro-6H-furo[2',3':4,5]pyrrolo[2,3-c]pyridazin-3-yl]-3-methyl-5-(trifluoromethyl)phenol